benzyl N-[(1R)-3-cyclopropyl-1-(hydroxymethyl)propyl]carbamate C1(CC1)CC[C@H](CO)NC(OCC1=CC=CC=C1)=O